C(=O)OC1=C(C=CC(=C1)C(F)(F)F)C1=C2C(=C(N=N1)N[C@H]1CN(CCC1)C)N(N=C2)C 2-(1-methyl-7-{[(3R)-1-methylpiperidin-3-yl]amino}-1H-pyrazolo[3,4-d]pyridazin-4-yl)-5-(trifluoromethyl)phenol formate